FC1=C(C(=C(C(=C1F)F)F)F)[B-](C1=C(C(=C(C(=C1F)F)F)F)F)(C1=C(C(=C(C(=C1F)F)F)F)F)C1=C(C(=C(C(=C1F)F)F)F)F.C(CCCCCCCCCCCCC)[NH+](CCCCCCCCCC)C1=C(C=CC=C1)C N-tetradecyl-N-decyl-tolylammonium [tetrakis(perfluorophenyl)borate]